FC1(CC(C1)C1=CC(=C(C(=O)O)C=C1)C1CCC(CC1)(F)F)F 4-(3,3-difluorocyclobutyl)-2-(4,4-difluorocyclohexyl)benzoic acid